BrC1(C=C2C=3C(=NC=C2C=C1)NCC3)C3CCC3 8-bromo-8-cyclobutyl-3H-pyrrolo[2,3-c]isoquinoline